2-Chloromethyl-1H-phenalen-1-one ClCC=1C(C=2C=CC=C3C=CC=C(C1)C23)=O